C(C)(C)[Si](O[C@@H](CCCC(=O)OC)C#C[Si](C)(C)C)(C(C)C)C(C)C Methyl (S)-5-((triisopropylsilyl)oxy)-7-(trimethylsilyl)hept-6-ynoate